C(CCCCCCCCCCCC)OCCCCCCCCCCCCC monotridecyl ether